2-(2,6-Dioxopiperidin-3-yl)-4-nitroisoindoline-1,3-dione O=C1NC(CCC1N1C(C2=CC=CC(=C2C1=O)[N+](=O)[O-])=O)=O